CC1=CC(=NC=N1)C1=CC(=NN1)C(=O)N1C2(CC2)C[C@@H](CC1)C(=O)O (7R)-4-(5-(6-methylpyrimidin-4-yl)-1H-pyrazole-3-carbonyl)-4-azaspiro[2.5]octane-7-carboxylic acid